FC(C1=CC=C(C(N)=NO)C=C1)(F)F 4-(trifluoromethyl)benzamide oxime